FC=1C=C(C=CC1)CC(=O)NC1=NC=CC(=C1)C1=CC(=NC=C1)N1CCC(CC1)CO 2-(3-fluorophenyl)-N-(2'-(4-(hydroxymethyl)piperidin-1-yl)-[4,4'-bipyridin]-2-yl)acetamide